C1(=CC(CCC1)=O)C1=CC=CC=C1 5,6-dihydro-[1,1'-biphenyl]-3(4H)-one